PHENYLTETRAHYDROFURAN C1CC(OC1)C2=CC=CC=C2